Decyl(7-((2R,4S,5R)-4-((tert-butyldimethylsilyl)oxy)-5-(((tert-butyldimethylsilyl)oxy)methyl)-5-ethynyltetrahydrofuran-2-yl)-2-chloro-7H-pyrrolo[2,3-d]pyrimidin-4-yl)carbamate C(CCCCCCCCC)OC(NC=1C2=C(N=C(N1)Cl)N(C=C2)[C@@H]2O[C@]([C@H](C2)O[Si](C)(C)C(C)(C)C)(C#C)CO[Si](C)(C)C(C)(C)C)=O